2-acetyl-8-((1s,4s)-4-methylcyclohexyl)-5-(4-(trifluoromethyl)benzyl)-2,5,8-triazaspiro[3.5]-nonane-6,9-dione C(C)(=O)N1CC2(C1)N(C(CN(C2=O)C2CCC(CC2)C)=O)CC2=CC=C(C=C2)C(F)(F)F